The molecule is a glycol that is icosane bearing two hydroxy substituents located at positions 1 and 2. It derives from a hydride of an icosane. CCCCCCCCCCCCCCCCCCC(CO)O